C(CCC)C1=NC2(C(N1CC1=CC(=C(C=C1)C1=C(C=CC=C1)S(N(COC)C1=NOC(=C1C)C)(=O)=O)COCC)=O)CN(CCC2)C(=O)[O-] 2-Butyl-3-((2'-(N-(4,5-dimethylisoxazol-3-yl)-N-(methoxymethyl)sulfamoyl)-2-(ethoxymethyl)-[1,1'-biphenyl]-4-yl)methyl)-4-oxo-1,3,7-triazaspiro[4.5]dec-1-ene-7-carboxylate